O1-tert-Butyl O4-methyl 4-(2,2-difluoropropylcarbamoyl)piperidine-1,4-dicarboxylate FC(CNC(=O)C1(CCN(CC1)C(=O)OC(C)(C)C)C(=O)OC)(C)F